4-(2-{[(4aS,7aR)-1-[2-(oxan-4-yl)ethyl]-octahydro-1H-cyclopenta[b]pyridin-4a-yl]methoxy}-8-fluoro-4-(1,4-oxazepan-4-yl)pyrido[4,3-d]pyrimidin-7-yl)-5-ethynyl-6-fluoronaphthalen-2-ol O1CCC(CC1)CCN1[C@H]2[C@@](CCC1)(CCC2)COC=2N=C(C1=C(N2)C(=C(N=C1)C1=CC(=CC2=CC=C(C(=C12)C#C)F)O)F)N1CCOCCC1